OC=1C=C(C2=C(OC(OC2=O)(C2=CC=CC=C2)CC(C)=O)C1C1C=C(CCC1C(=C)C)C)CCC 7-hydroxy-8-(3-methyl-6-(prop-1-en-2-yl)cyclohex-2-en-1-yl)-2-(2-oxopropyl)-2-phenyl-5-propyl-4H-benzo[d][1,3]dioxin-4-one